C(CCCCCCCCCCCCC)[NH+](C)C tetradecyl-dimethylammonium